C[C@@H]1CN(CCC1)CC1=NC2=C(C(N(C=C2)C2=CC(=CC=C2)C2(CC(C2)CC)C2=NN=CN2C)=O)N1 2-{[(3S)-3-methylpiperidin-1-yl]methyl}-5-(3-[(1s,3S)-3-ethyl-1-(4-methyl-4H-1,2,4-triazol-3-yl)cyclobutyl]phenyl)-3H,4H,5H-imidazo[4,5-c]pyridin-4-one